C(C)N(CCC[SiH2]C(OC)OC)CC 3-diethylaminopropyl-dimethoxymethyl-silane